triethylhexadecyl-ammonium bromide [Br-].C(C)[N+](CCCCCCCCCCCCCCCC)(CC)CC